C(CCC)N1C2=CC=C(C=C2C=2C=CN=C(C12)C)NC(=S)NC1=CC=C(C=C1)C 1-(9-Butyl-1-methyl-beta-carbolin-6-yl)-3-(p-tolyl)thiourea